C(C)C1CN(C1)C(=O)O[C@@H]1CC[C@H](CC1)C(N(C[C@@H]1CC[C@H](CC1)C1=NC(=C(C=C1)OC)C)C1=NC=CC(=C1)C=1N=C(OC1)C(C)C)=O trans-4-((4-(2-Isopropyloxazol-4-yl)pyridine-2-yl)((trans-4-(5-methoxy-6-methylpyridin-2-yl)cyclohexyl)methyl)carbamoyl)cyclohexyl 3-ethylazetidine-1-carboxylate